C(C(C)C)N1N=C2C=C(C=C(C2=C1)C=1SC(=CN1)C)C(=O)N[C@H](C)C=1C=NC(=NC1)C(F)(F)F (R)-2-isobutyl-4-(5-methylthiazol-2-yl)-N-(1-(2-(trifluoromethyl)pyrimidin-5-yl)ethyl)-2H-indazole-6-carboxamide